FC=1C=C(C=NC1N1C=NC(=C1)[C@]1(S(CCC1)(=O)=O)C)NC([C@H](C)N1N=C(C=C1C)C(F)(F)F)=O (S)-N-(5-fluoro-6-(4-((S)-2-methyl-1,1-dioxidotetrahydrothiophen-2-yl)-1H-imidazol-1-yl)pyridin-3-yl)-2-(5-methyl-3-(trifluoromethyl)-1H-pyrazol-1-yl)propanamide